ClC1=CC2=C(S1)C=CC=C2N2CCNCC2 1-(2-chlorobenzo[b]thiophen-4-yl)piperazine